ClC=1C=NC(=C(C(=O)NC2CCC(CC2)CN2C(N(C3=C2C=NC=C3)C3=C(C=CC(=C3)OC)F)=O)C1)C(F)F 5-chloro-2-(difluoromethyl)-N-((1r,4r)-4-((1-(2-fluoro-5-methoxyphenyl)-2-oxo-1H-imidazo[4,5-c]pyridin-3(2H)-yl)methyl)cyclohexyl)nicotinamide